FCOC(C(F)F)(F)F 1,1,2,2-tetrafluoroethyl fluoromethyl ether